4-carboxyldihydro-2(3H)-thiophenone C(=O)(O)C1CC(SC1)=O